3-(5-(2-(2H-1,2,3-triazol-2-yl)acetyl)-2-isopropoxyphenyl)-6-fluoro-2-((4-(2-(4-(trifluoromethyl)phenoxy)acetyl)piperazin-1-yl)methyl)quinazolin-4(3H)-one N=1N(N=CC1)CC(=O)C=1C=CC(=C(C1)N1C(=NC2=CC=C(C=C2C1=O)F)CN1CCN(CC1)C(COC1=CC=C(C=C1)C(F)(F)F)=O)OC(C)C